2-methylbenzene-1,3-diol CC1=C(C=CC=C1O)O